NC1=CC=C(C(=C1C(=O)N(C)C)F)C=1C(=C2C(=NC1)NC[C@]21C[C@@H](CC1)C=1C=NC=CC1)Cl 6-Amino-3-((1R,3R)-4'-chloro-3-(pyridin-3-yl)-1',2'-dihydrospiro[cyclopentane-1,3'-pyrrolo[2,3-b]pyridin]-5'-yl)-2-fluoro-N,N-dimethylbenzamide